N-((S)-1-((4S,5S)-4-benzyl-5-methyl-4,5-dihydro-oxazol-2-yl)-2,2-dimethylpropyl)acetamide C(C1=CC=CC=C1)[C@@H]1N=C(O[C@H]1C)[C@H](C(C)(C)C)NC(C)=O